ClC=1C=NC(=C(C(=O)NC2CCC(CC2)CN2C(N(C3=C2C=CC=C3)C=3C=C2C(=NNC2=CC3)C3=CC=CC=C3)=O)C1)C 5-chloro-2-methyl-N-((1r,4r)-4-((2-oxo-3-(3-phenyl-1H-indazol-5-yl)-2,3-dihydro-1H-benzo[d]imidazol-1-yl)methyl)cyclohexyl)nicotinamide